ClCCN1CCN(CC1)C1=NN(C=C1)C1=CC=C(C=C1)C(F)(F)F 1-(2-chloroethyl)-4-[1-[4-(trifluoromethyl)phenyl]pyrazol-3-yl]piperazine